OC1=CC=C2N=CC(=NC2=C1)OCC1CCN(CC1)C(=O)OC(C)(C)C tert-butyl 4-[(7-hydroxyquinoxalin-2-yl)oxymethyl]piperidine-1-carboxylate